Methyl 4-[3-(4-bromo-2,6-dichlorobenzoyl)-2,4-dihydro-1,3-benzoxazin-8-yl]-5-fluoro-2-(3-oxa-8-azabicyclo[3.2.1]octan-8-yl)benzoate BrC1=CC(=C(C(=O)N2COC3=C(C2)C=CC=C3C3=CC(=C(C(=O)OC)C=C3F)N3C2COCC3CC2)C(=C1)Cl)Cl